7-(1-Methyl-1H-pyrazol-4-yl)-5-(6-(4-(methylsulfonyl)piperidin-1-yl)pyridin-3-yl)-1,6-naphthyridine CN1N=CC(=C1)C1=NC(=C2C=CC=NC2=C1)C=1C=NC(=CC1)N1CCC(CC1)S(=O)(=O)C